CC1N(CCNC1C)C(=O)OC(C)(C)C (±)-tert-butyl 2,3-dimethylpiperazine-1-carboxylate